NC1=C2N(C(N(C2=NC=N1)[C@H]1[C@H](CN(CC1)C1CCNCC1)F)=O)C1=CC=C(C=C1)OC1=CC=CC=C1 |o1:10,11| Rel-6-amino-9-[(3S,4R)-3-fluoro-[1,4'-bipiperidin]-4-yl]-7-(4-phenoxyphenyl)purin-8-one